O1C=CC=C1.O1C=CC=C1.[NH4+].[NH4+] Diammonium difuran